4-(1-(5-(dimethylphosphoryl)-4-methylpyridin-2-yl)-5-hydroxy-3-methyl-1H-pyrazol-4-yl)benzonitrile CP(=O)(C)C=1C(=CC(=NC1)N1N=C(C(=C1O)C1=CC=C(C#N)C=C1)C)C